ethyl-3-hydroxyhexanoate C(C)OC(CC(CCC)O)=O